tert-butyl 8-fluoro-4-[[4-(methylamino)-2-methylsulfanyl-pyrimidin-5-yl]methylamino]-3,4-dihydro-2H-quinoline-1-carboxylate FC=1C=CC=C2C(CCN(C12)C(=O)OC(C)(C)C)NCC=1C(=NC(=NC1)SC)NC